N=1C=NN2C1C=CC(=C2)C2=CC(=NN2C2=NC(=CC=C2)C)CC(=O)NC2=C(C=C(C=C2)F)Br 5-([1,2,4]triazolo[1,5-a]pyridin-6-yl)-N-(2-bromo-4-fluorophenyl)-1-(6-methylpyridin-2-yl)-1H-pyrazole-3-carboxyamide